Z,Z-hydroxyfarnesylacetone OCC(=CCC\C(=C/CC\C(=C/CCC(C)=O)\C)\C)C